r-cyclopentane C1CCCC1